bis(4-aminophenyl)ether NC1=CC=C(C=C1)OC1=CC=C(C=C1)N